BrC1=C(C=C2C=CC=NC2=C1)OCOC 7-bromo-6-(methoxymethoxy)quinoline